C(C1=CC=CC=C1)OC1=C(C(=CC(=C1)O)O)C(=O)N1CC2=C(C=C(C=C2CC1)OCCN(C)C)N[C@@H]1COCC1 (S)-(2-(benzyloxy)-4,6-dihydroxyphenyl)(6-(2-(dimethylamino)ethoxy)-8-((tetrahydrofuran-3-yl)amino)-3,4-dihydroisoquinolin-2(1H)-yl)methanone